acryl-ammonia C(=O)(C=C)N